Triisopropyl-[3-(trifluoromethyl)but-3-en-1-ynyl]silane C(C)(C)[Si](C#CC(=C)C(F)(F)F)(C(C)C)C(C)C